CC1(COB(OC1)C1=CC=CN2C(=CC=C12)C=O)C (8-(5,5-dimethyl-1,3,2-dioxaborinan-2-yl)indolizin-3-yl)methanone